NC(C)C1N(CCNC1)C1=CC=CC=2OCCOC21 5-(2-(1-aminoethyl)piperazin-1-yl)-2,3-dihydro-1,4-benzodioxine